3-(2-amino-[1,2,4]triazolo[1,5-a]pyridin-7-yl)-N-(3-(4-chlorophenyl)-2-fluoro-3-hydroxypropyl)-2-fluoro-6-methylbenzamide NC1=NN2C(C=C(C=C2)C=2C(=C(C(=O)NCC(C(O)C3=CC=C(C=C3)Cl)F)C(=CC2)C)F)=N1